ferrous sulfide sodium [Na].[Fe]=S